2-[2-Fluoro-6-(propan-2-ylamino)pyridin-3-yl]-6,7-dihydro-5H-pyrazolo[5,1-b][1,3]oxazine-3-carboxylic acid FC1=NC(=CC=C1C1=NN2C(OCCC2)=C1C(=O)O)NC(C)C